N[C@H]([C@@H](CC1=C(C=CC(=C1)OC)S(=O)(=O)NC[C@@H](C)O)O)CC1=CC=CC=C1 ((2R,3S)-3-amino-2-hydroxy-4-phenylbutyl)-N-((R)-2-hydroxypropyl)-4-methoxybenzenesulfonamide